ClC1=CC=C2C=NN3C(C2=C1)=NN=N3 9-Chlorotetrazolo[5,1-a]phthalazine